3,7-dibutyl-8-hydroxy-5-nitroquinoline 1-oxide C(CCC)C=1C=[N+](C2=C(C(=CC(=C2C1)[N+](=O)[O-])CCCC)O)[O-]